benzyl ((4-hydroxypiperidin-4-yl)methyl)carbamate hydrochloride Cl.OC1(CCNCC1)CNC(OCC1=CC=CC=C1)=O